N1=C2C(=CC=C1)C(NC2=O)=O pyrrolo[3,4-b]pyridine-5,7-dione